N1CC(C1)C1=CC=C(C=C1)N1N=C(N=C1C)C(F)F 1-[4-(azetidin-3-yl)phenyl]-3-(difluoromethyl)-5-methyl-1,2,4-triazole